C(C)(C)(C)OC(N(C)C1=NC(=CC2=C1C(NN=C2CN)=O)C=2C=NN(C2C2=C(C(=CC(=C2C#N)OC2CC2)Cl)F)C)=O (1-(Aminomethyl)-7-(5-(3-chloro-6-cyano-5-cyclopropyloxy-2-fluorophenyl)-1-methyl-1H-pyrazol-4-yl)-4-oxo-3,4-dihydropyrido[3,4-d]pyridazin-5-yl)(methyl)carbamic acid tert-butyl ester